C1(=CC=CC=C1)S(=O)(=O)O.NCCC(=O)O beta-alanine benzenesulfonate